[3-[(1R)-1-[(5-bromo-2-fluoro-pyridine-3-carbonyl)amino]ethyl]-5-(trifluoromethyl)phenyl] acetate C(C)(=O)OC1=CC(=CC(=C1)C(F)(F)F)[C@@H](C)NC(=O)C=1C(=NC=C(C1)Br)F